5-[[2-[5-Methyl-2-(6-methyl-3-pyridyl)-1-piperidyl]-2-oxo-acetyl]amino]pyridine-3-carboxamide CC1CCC(N(C1)C(C(=O)NC=1C=C(C=NC1)C(=O)N)=O)C=1C=NC(=CC1)C